1-{4-[1-(1-Ethyl-propyl)-7-((R)-1-quinolin-3-yl-propylamino)-1H-pyrazolo[4,3-d]pyrimidin-5-yl]-piperazin-1-yl}-ethanon C(C)C(CC)N1N=CC=2N=C(N=C(C21)N[C@H](CC)C=2C=NC1=CC=CC=C1C2)N2CCN(CC2)C(C)=O